FC1(CC(C2=CC(=CC=C12)C(=O)[O-])O)F 1,1-difluoro-3-hydroxy-2,3-dihydro-1H-indene-5-carboxylate